(3,4,5,10,11,12,13-2H7)-8-oxatricyclo[7.4.0.02,7]trideca-1(9),2(7),3,5,10,12-hexaen C1=2C=3C(=C(C(=CC3OC2C(=C(C(=C1[2H])[2H])[2H])[2H])[2H])[2H])[2H]